cumene Dithiobenzoate C(C1=CC=CC=C1)(=S)S.C1(=CC=CC=C1)C(C)C